C(#N)CC1CC(C1)(C1=NN=CN1C)C=1C=C(C=CC1)NC(=O)C1=CC(=C2C(=N1)C=CN2)CN2C[C@H](C(CC2)(F)F)C (R)-N-(3-(3-(cyanomethyl)-1-(4-methyl-4H-1,2,4-triazol-3-yl)cyclobutyl)phenyl)-7-((4,4-difluoro-3-methylpiperidin-1-yl)methyl)-1H-pyrrolo[3,2-b]pyridine-5-carboxamide